2-phenethyl-ethane C(CC1=CC=CC=C1)CC